COC=1C=C(C=CC1)C1=NOC=C1 3-(3-methoxyphenyl)-1,2-oxazol